FC1(CC(C1)C1=CC=C2C(=C(C(N(C2=C1)C)=O)C#N)N1CCC(CC1)(C=1OC2=C(N1)C=C(C=C2)C)C)F 7-(3,3-Difluorocyclobutyl)-1-methyl-4-[4-methyl-4-(5-methyl-1,3-benzooxazol-2-yl)piperidin-1-yl]-2-oxo-1,2-dihydroquinoline-3-carbonitrile